N1(CCC1)C1=CC=C(N)C=C1 4-(azetidin-1-yl)aniline